(S)-methyl hexahydropyridazine-3-carboxylate N1N[C@@H](CCC1)C(=O)OC